2-(diphenylmethyleneamino)-6-fluorohexanoic acid tert-butyl ester C(C)(C)(C)OC(C(CCCCF)N=C(C1=CC=CC=C1)C1=CC=CC=C1)=O